[O].C(C)(C)(C)OOCCCCCCCCC tert-butylperoxynonane Oxygen